C1(CC1)CC=1N=C(N(C1)CC=1C(=NN(C1)C)I)C(=O)[O-].[Na+].COC1=C(C=CC=C1)C1=CC=CC=C1 ortho-methoxybiphenyl Sodium 4-(cyclopropylmethyl)-1-((3-iodo-1-methyl-1H-pyrazol-4-yl)methyl)-1H-imidazole-2-carboxylate